OC(C)(C)CCC[C@@H](C)[C@H]1CC[C@H]2[C@@H]3C(C=C4C[C@@H](O)CC[C@]4(C)[C@H]3CC[C@]12C)Br 25-hydroxy-7-bromocholesterol